ClC=1C=C2C3=C(N(C2=CC1)CC1CC1)C=NC=C3 6-chloro-9-(cyclopropylmethyl)-9H-pyrido[3,4-b]indole